4-(2-(N-(4-chlorobenzyl)-(2,3,4,5,6-pentafluorophenyl)sulfonamido)-N-(3,5-dichlorobenzyl)acetamido)-2-hydroxybenzoic acid ClC1=CC=C(CN(S(=O)(=O)C2=C(C(=C(C(=C2F)F)F)F)F)CC(=O)N(CC2=CC(=CC(=C2)Cl)Cl)C2=CC(=C(C(=O)O)C=C2)O)C=C1